dimethyl-sulfur oxide CS(C)=O